ClC1CNCCC1NC(C(COC1=NC=CC=C1C(F)(F)F)(C)C)=O N-(3-chloropiperidin-4-yl)-2,2-dimethyl-3-((3-(trifluoromethyl)pyridin-2-yl)oxy)propanamide